Methyl-2'-[(6-methylpyridin-3-yl)methyl]-2',5'-dihydrospiro[cyclopropane-1,4'-furo[2,3-g]indazole]-7'-carboxylic acid CC=1N(N=C2C3=C(CC4(C12)CC4)OC(=C3)C(=O)O)CC=3C=NC(=CC3)C